N-(2-Chloro-3-pyridinyl)-5-methyl-1-(2-chinolinyl)-1H-pyrazol-4-carboxamid ClC1=NC=CC=C1NC(=O)C=1C=NN(C1C)C1=NC2=CC=CC=C2C=C1